7-bromo-8-(4-fluorophenyl)-N-(4-methoxybenzyl)-6-methylpyrrolo[1,2-a]pyrazin-1-amine BrC=1C(=C2N(C=CN=C2NCC2=CC=C(C=C2)OC)C1C)C1=CC=C(C=C1)F